FC1=CC=C(C2=CC=CC=C12)C1=NC(=NC(=C1)C(C)C)N 4-(4-Fluoronaphthalen-1-yl)-6-isopropylpyrimidin-2-amine